3-(6-(6-Chloropyridazin-4-yl)pyrrolo[1,2-b]pyridazin-4-yl)-3,8-diazabicyclo[3.2.1]octane-8-carboxylic acid tert-butyl ester C(C)(C)(C)OC(=O)N1C2CN(CC1CC2)C=2C=1N(N=CC2)C=C(C1)C1=CN=NC(=C1)Cl